2-(2,1-benzothiazol-3-yl)-5-(benzyloxy)-8-methylquinoline-4-carboxylic acid N=1SC(=C2C1C=CC=C2)C2=NC1=C(C=CC(=C1C(=C2)C(=O)O)OCC2=CC=CC=C2)C